ClC1=C(C=CC(=C1)Cl)C1=CC(=C(C=C1)C1CC1)C=1C(C(OC(C1O)(C)C)(C)C)=O 4-(2',4'-dichloro-4-cyclopropyl-[1,1'-biphenyl]-3-yl)-5-hydroxy-2,2,6,6-tetramethyl-2H-pyran-3(6H)-one